[N-](S(=O)(=O)C(F)(F)F)S(=O)(=O)C(F)(F)F.[N-](S(=O)(=O)C(F)(F)F)S(=O)(=O)C(F)(F)F.[Zn+2] zinc di[bis(trifluoromethane sulfonyl)imide]